COC1=C(C=CC(=C1)C1=C(N=CS1)C)[C@H](C)N (S)-1-(2-methoxy-4-(4-methylthiazol-5-yl)phenyl)ethan-1-amine